C(C)(=O)O.N[C@@H](CC(C)C)C(=O)N[C@H]1[C@@H](O[C@@H]([C@H]([C@@H]1O)O)CO)[N-]C(C(CCCCCCCCCC)CCCCCCCCCCCCCCCCCC)=O N-(2-deoxy-2-L-leucinamido-β-D-glucopyranosyl)-N-octadecyldodecanoylamide hydrogen acetate salt